tosyl-semicarbazide S(=O)(=O)(C1=CC=C(C)C=C1)NNC(=O)N